tert-Butyl 4-[6-(2,5-dimethyl-1H-pyrrol-1-yl)-4-methoxypyridin-3-yl]piperazine-1-carboxylate CC=1N(C(=CC1)C)C1=CC(=C(C=N1)N1CCN(CC1)C(=O)OC(C)(C)C)OC